methyl-octadecanol CC(CCCCCCCCCCCCCCCCC)O